FC1=CC=2CC3=CC(=CC=C3SC2C=C1)F 2,7-difluoro-9H-thioxanthene